(S)-(5-(4-fluoropiperidin-1-yl)-1,3,4-oxadiazol-2-yl)(4-(4-fluoropyrazolo[1,5-a]pyridin-2-yl)-6,7-dihydro-1H-imidazo[4,5-c]pyridin-5(4H)-yl)methanone FC1CCN(CC1)C1=NN=C(O1)C(=O)N1[C@@H](C2=C(CC1)NC=N2)C2=NN1C(C(=CC=C1)F)=C2